C(C)OCC1(CN(CC1)CC1=CN=C(S1)C)CCC1=CSC=C1 5-((3-(ethoxymethyl)-3-(2-(thiophen-3-yl)ethyl)pyrrolidin-1-yl)methyl)-2-methylthiazole